4-[6-(4-methylphenyl)-2,3-dihydro-1H-indol-1-yl]quinazoline CC1=CC=C(C=C1)C1=CC=C2CCN(C2=C1)C1=NC=NC2=CC=CC=C12